1-((tert-Butoxycarbonyl)amino)cyclopentane 2-ethylhexyl-α-cyano-β-phenylcinnamate C(C)C(COC(C(=C(C1=CC=CC=C1)C1=CC=CC=C1)C#N)=O)CCCC.C(C)(C)(C)OC(=O)NC1CCCC1